C1(CCCCC1)CS(=O)(=O)NC1=C(N=CS1)C(=O)O 5-(cyclohexylmethyl)sulfonylamino-1,3-thiazole-4-carboxylic acid